(S)-3-(3-(1-amino-2,3-dihydro-1H-inden-5-yl)-5-(4-chloro-1H-pyrazol-1-yl)-3H-imidazo[4,5-b]pyridin-2-yl)pyridin-2-amine N[C@H]1CCC2=CC(=CC=C12)N1C(=NC=2C1=NC(=CC2)N2N=CC(=C2)Cl)C=2C(=NC=CC2)N